bromo-3-chloro-2'-(methoxymethoxy)-5'-methyl-[1,1'-biphenyl] BrC1=C(C=CC=C1Cl)C1=C(C=CC(=C1)C)OCOC